CSCCSCCSCCSCCSCCSCCSCCSCCSCCSCCSCC(=O)O 2,5,8,11,14,17,20,23,26,29,32-undecathiatetratriacontan-34-oic acid